F[P-](F)(F)(F)(F)F.ClC(N1CCCC1)=[N+]1CCCC1 1-(chloro-1-pyrrolidinylmethylene)-pyrrolidinium hexafluorophosphate